2-amino-2-(3-nitrophenyl)ethan-1-ol NC(CO)C1=CC(=CC=C1)[N+](=O)[O-]